6-acetyl-4-bromo-2,3-dihydroisoindol-1-one C(C)(=O)C1=CC(=C2CNC(C2=C1)=O)Br